(Z)-3,9-dimethyl-6-(1-methyl-ethenyl)-3,9-decadien-1-ol C/C(/CCO)=C/CC(CCC(=C)C)C(=C)C